CC1(N(CCC(C1)N1CCC(CC1)C1=CC=CC=C1)CCCCC1=CC=CC=C1)C 2,2-Dimethyl-N-(4-phenylbutyl)-4-(4-phenyl-1-piperidyl)piperidine